Perylene-3,4,9,10-tetracarboxylic acid tetrapotassium salt [K+].[K+].[K+].[K+].C1=CC(=C2C(=CC=C3C4=CC=C(C=5C(=CC=C(C1=C23)C45)C(=O)[O-])C(=O)[O-])C(=O)[O-])C(=O)[O-]